CC1=C2C=NN(C2=CC=C1C1=NC=CC2=CN=C(C=C12)NC1=CC=C(C=C1)S(=O)(=O)C)CC(C)O 1-(4-methyl-5-(7-((4-(methylsulfonyl)phenyl)amino)-2,6-naphthyridin-1-yl)-1H-indazol-1-yl)propan-2-ol